C[Si](O[Si](O[SiH2]C1=CC=CC=C1)(C)C)(C)C1=CC=CC=C1 1,1,3,3-Tetramethyl-diphenyl-trisiloxane